(+)-p-mentha-2,8-dien-1-ol CC(=C)[C@@H]1CC[C@](C=C1)(C)O